[O-2].[Ti+4].[Pr+3] praseodymium-Titanium oxide